3-(7-Chloro-5-fluoro-4-oxo-1,4-dihydroquinolin-2-yl)-4-(methylsulfonyl)-benzonitrile ClC1=CC(=C2C(C=C(NC2=C1)C=1C=C(C#N)C=CC1S(=O)(=O)C)=O)F